2-({3-fluoro-4-[5-(trifluoromethyl)-1,2,4-oxadiazol-3-yl]phenyl}methoxy)-3-methyl-3H-imidazo[4,5-b]pyridine FC=1C=C(C=CC1C1=NOC(=N1)C(F)(F)F)COC1=NC=2C(=NC=CC2)N1C